C(C)(C)(C)OC(=O)N1CCN(CC1)[C@H](CC)C1=CC=C(C=C1)[C@H](C)NC=1N=CC2=C(N(C(OC2)=O)CC)N1 |&1:13| 4-[(1R/S)-1-[4-[(1S)-1-[(1-ethyl-2-oxo-4H-pyrimido[4,5-d][1,3]oxazin-7-yl)amino]ethyl]phenyl]propyl]piperazine-1-carboxylic acid tert-butyl ester